CC(CC(=O)SCCNC(CCNC([C@@H](C(COP(OP(OC[C@@H]1[C@H]([C@H]([C@@H](O1)N1C=NC=2C(N)=NC=NC12)O)OP(=O)(O)O)(=O)O)(=O)O)(C)C)O)=O)=O)C 3-methylbutyryl-CoA